NC=1C2=C(N=CN1)N(C=C2C2=CC(=C(C=C2)NC(=O)NC2=CC(=C(C=C2)CN2C1(CC1)CN(CC2)C)C(F)(F)F)F)C2CC2 1-(4-(4-amino-7-cyclopropyl-7H-pyrrolo[2,3-d]pyrimidin-5-yl)-2-fluorophenyl)-3-(4-((7-methyl-4,7-diazaspiro[2.5]octan-4-yl)methyl)-3-(trifluoromethyl)phenyl)urea